C(C#CCCCCC)(=O)OC methyl octynoate